difluoromethyl-5-[4-(3,7-dioxa-9-azabicyclo[3.3.1]nonan-9-yl)-6-(3-oxa-9-azabicyclo[3.3.1]nonan-9-yl)-1,3,5-triazin-2-yl]pyridin-2-amine FC(F)C=1C(=NC=C(C1)C1=NC(=NC(=N1)N1C2COCC1COC2)N2C1COCC2CCC1)N